C(C)C(C)CCCC.[Sn+2] tin (II) 2-ethyl-hexane